3-(2-methyl-1-nitropropyl)azetidin-3-ol 2-methoxy-4-[4-(1,3-benzodioxol-5-yl)-2,3-dimethyl-butyl]phenolate COC1=C(C=CC(=C1)CC(C(CC1=CC2=C(OCO2)C=C1)C)C)[O-].CC(C([N+](=O)[O-])C1(CNC1)O)C